NC1=NC(=C2N=CN(C2=N1)C(C)O)NC1CC1 (2-amino-6-(cyclopropylamino)-9H-purin-9-yl)ethanol